C1(CC1)CN(C(CN1CCC(CC1)C(C1=CC=C(C=C1)OC)=O)=O)CC=1NC(C2=C(N1)CCOC2)=O N-(cyclopropylmethyl)-4-(4-methoxybenzoyl)-N-[(3,5,7,8-tetrahydro-4-oxo-4H-pyrano[4,3-d]pyrimidin-2-yl)methyl]-1-piperidineacetamide